C(N)(OC1=CC(=CC=C1)NC1=NC(=NC=C1CO)SC)=O (3-((5-(hydroxymethyl)-2-(methylthio) pyrimidin-4-yl) amino) phenyl) carbamate